Trans-2-(5-(4-ethynylphenyl)-1-(4-(3-(trifluoromethyl)-3H-diazepin-3-yl)benzyl)piperidin-3-yl)acetic acid C(#C)C1=CC=C(C=C1)[C@H]1C[C@@H](CN(C1)CC1=CC=C(C=C1)C1(N=NC=CC=C1)C(F)(F)F)CC(=O)O